FC=1C(=NC(=NC1)NC=1C(=NN(C1)C(C#N)(C)C)C)OCC1CCC(CC1)O 2-(4-((5-fluoro-4-(((1R,4R)-4-hydroxycyclohexyl)methoxy)pyrimidin-2-yl)amino)-3-methyl-1H-pyrazol-1-yl)-2-methylpropanenitrile